C(C)OC1=CC=C(CC2=CC(=C(C(=C2)O)[C@@H]2O[C@@H]([C@H]([C@@H]([C@H]2O)O)O)CO)O)C=C1 (2S,3R,4R,5S,6R)-2-(4-(4-ethoxybenzyl)-2,6-dihydroxyphenyl)-6-(hydroxymethyl)tetrahydro-2H-pyran-3,4,5-triol